ClC=1C(=C(C(=CC1)OC)C1=CC(=NC=C1C(=O)NC=1SC(=NN1)SCCO)C#N)F 4-(3-Chloro-2-fluoro-6-methoxyphenyl)-6-cyano-N-(5-((2-hydroxyethyl)thio)-1,3,4-thiadiazol-2-yl)nicotinamide